N-(5-((5-(4-(2-oxo-pyrrolidin-1-yl)-phenyl)pyridin-2-yl)amino)pyridin-3-yl)-2-phenylcyclopropane-1-carboxamide O=C1N(CCC1)C1=CC=C(C=C1)C=1C=CC(=NC1)NC=1C=C(C=NC1)NC(=O)C1C(C1)C1=CC=CC=C1